(2-bromo-5-fluoro-3-isopropyl-phenyl)-2-methoxy-pyridine BrC1=C(C=C(C=C1C(C)C)F)C=1C(=NC=CC1)OC